CC=1N(C=CN1)C=1C=CC=C2C(=CNC12)S(=O)(=O)Cl 7-(2-methylimidazol-1-yl)-1H-indole-3-sulfonyl chloride